C(C)N1C(=NC2=NC(=C(C=C21)C(=O)NC2=NN(C=N2)CC)OC)C(C2=C(C(=C(C(=C2[2H])[2H])[2H])[2H])[2H])(C2=C(C(=C(C(=C2[2H])[2H])[2H])[2H])[2H])O 1-ethyl-N-(1-ethyl-1H-1,2,4-triazol-3-yl)-2-{hydroxybis[(2,3,4,5,6-2H5)phenyl]methyl}-5-methoxy-1H-imidazo[4,5-b]pyridine-6-carboxamide